5-(((trans-3-(3-cyclopropyl-4-(3-(piperazin-1-yl)pyridin-2-yl)-1H-pyrazol-1-yl)cyclobutyl)methyl)amino)-2-(2,6-dioxopiperidin-3-yl)isoindoline-1,3-dione C1(CC1)C1=NN(C=C1C1=NC=CC=C1N1CCNCC1)[C@@H]1C[C@H](C1)CNC=1C=C2C(N(C(C2=CC1)=O)C1C(NC(CC1)=O)=O)=O